N-(2-methoxy-5-methylphenyl)-N-methylacetamide COC1=C(C=C(C=C1)C)N(C(C)=O)C